C1(=CC=CC=C1)C(C)C1=C(C=C(C(=C1)C(C)C1=CC=CC=C1)O)O 4,6-bis(1-phenylethyl)-1,3-benzenediol